N-benzyl-2-((2-hydroxyphenyl)amino)-N-methyl-6-((2,4,4-trimethylpentan-2-yl)amino)pyrimidine-4-carboxamide C(C1=CC=CC=C1)N(C(=O)C1=NC(=NC(=C1)NC(C)(CC(C)(C)C)C)NC1=C(C=CC=C1)O)C